2-methyl-[4'-(methylthio)phenyl]-2-morpholinyl-1-propanone CC(C(=O)C1=CC=C(C=C1)SC)(C)N1CCOCC1